OC1=C2C(C(=COC2=CC(=C1)O)C1=CC=C(C=C1)O)=O 5,7-dihydroxy-3-(4-hydroxyphenyl)-chromen-4-one